1-[4-(3,5-Dichlorophenyl)piperidin-1-yl]-2-{3-[(2R,6S)-2,6-dimethylmorpholin-4-carbonyl]-5,6-dihydrocyclopenta[c]pyrazol-1(4H)-yl}ethan-1-on ClC=1C=C(C=C(C1)Cl)C1CCN(CC1)C(CN1N=C(C2=C1CCC2)C(=O)N2C[C@H](O[C@H](C2)C)C)=O